5-Fluoro-6-(2-methoxyethoxy)-3-{3-[4-(4-methylpiperazin-1-carbonyl)phenyl]-1,2-oxazol-5-yl}-1H-indazol FC=1C=C2C(=NNC2=CC1OCCOC)C1=CC(=NO1)C1=CC=C(C=C1)C(=O)N1CCN(CC1)C